4-bromo-1-[4-(bromomethyl)phenyl]imidazole BrC=1N=CN(C1)C1=CC=C(C=C1)CBr